2,6-dihydroxycarbazole OC1=CC=2NC3=CC=C(C=C3C2C=C1)O